FC(C(=O)O)(F)F.NCC(=O)NC1=C(C=C(C=N1)S(=O)(=O)NC1=C(N=CS1)C(=O)O)F 5-[[6-[(2-aminoacetyl)amino]-5-fluoro-3-pyridinyl]sulfonylamino]thiazole-4-carboxylic acid trifluoroacetate salt